CC1N=CC=CC1=S(=O)=O o-methyl-m-sulfonyl-pyridine